methyl 1-amino-4-(benzyloxy)-7-bromoisoquinoline-3-carboxylate NC1=NC(=C(C2=CC=C(C=C12)Br)OCC1=CC=CC=C1)C(=O)OC